(R)-(6-amino-5-(3-hydroxy-2,6-dimethylphenyl)-5H-pyrrolo[2,3-b]pyrazin-7-yl)(1H-pyrrolo[3,2-b]pyridin-2-yl)methanone NC1=C(C=2C(=NC=CN2)N1C1=C(C(=CC=C1C)O)C)C(=O)C1=CC2=NC=CC=C2N1